ClC1=C(C(=CC=C1)F)N1C=2N(C3=C(C1=O)C=NC(=N3)NC3=CC=C(C=C3)N3CCN(CC3)C)C=CN2 6-(2-chloro-6-fluorophenyl)-2-{[4-(4-methylpiperazin-1-yl)phenyl]amino}imidazo[1,2-a]pyrimido[5,4-e]pyrimidin-5(6H)-one